C(C)(C)(C)NCCCOC(C=C)=O.CC1=CC=2C3=C(NC2C=C1)C(N(C=N3)CCC(=O)NCCC3=CC(=CC=C3)C(F)(F)F)=O 3-(8-methyl-4-oxo-4,5-dihydro-3H-pyrimido[5,4-b]indol-3-yl)-N-(3-(trifluoromethyl)phenethyl)propanamide t-butylaminopropyl-acrylate